C(C)N(C1=NC(=NC2=CC=C(C=C12)F)NN)C1=CC(=CC=C1)I N-ethyl-6-fluoro-2-hydrazino-N-(3-iodophenyl)quinazolin-4-amine